4-(1-(2-ethyl-4-methyl-5-(5-morpholinyl-4H-1,2,4-triazol-3-yl)benzoyl)piperidin-4-yl)benzonitrile C(C)C1=C(C(=O)N2CCC(CC2)C2=CC=C(C#N)C=C2)C=C(C(=C1)C)C1=NN=C(N1)N1CCOCC1